2-hydroxy-1-(4-methoxyphenyl)-2-methylpropan-1-one OC(C(=O)C1=CC=C(C=C1)OC)(C)C